3-(2-Boronoethyl)-2-hydroxy-6-[(1-D-serylazetidin-3-yl)oxy]benzoic acid B(O)(O)CCC=1C(=C(C(=O)O)C(=CC1)OC1CN(C1)C([C@H](N)CO)=O)O